methyl 4-(3-bromophenyl)-3-oxobutanoate BrC=1C=C(C=CC1)CC(CC(=O)OC)=O